ClC1=NC=CC(=N1)N1C[C@H](O[C@H](C1)C)C 4-(2-chloro-4-pyrimidinyl)-2,6-cis-dimethyl-morpholine